(2r,3r,4r,5r)-2-(4-aminopyrrolo[2,1-f][1,2,4]triazin-7-yl)-3,4-bis(benzyloxy)-5-((benzyloxy)methyl)tetrahydrofuran-2-carbonitrile NC1=NC=NN2C1=CC=C2[C@@]2(O[C@@H]([C@H]([C@H]2OCC2=CC=CC=C2)OCC2=CC=CC=C2)COCC2=CC=CC=C2)C#N